5-iodo-7H-pyrrolo[2,3-c]pyridazin IC1=CNC=2N=NC=CC21